4-(3-(2,6-dimethylphenoxy)-1-methyl-2-oxo-1,2-dihydropyridin-4-yl)-6-methyl-1,6-dihydro-7H-pyrrolo[2,3-c]pyridin-7-one CC1=C(OC=2C(N(C=CC2C=2C3=C(C(N(C2)C)=O)NC=C3)C)=O)C(=CC=C1)C